C(C)(C)(C)OC(=O)N1CC2(C1)CC(C2)OC2=CC=C(C=C2)S(=O)(=N)C(F)(F)F 6-[4-(trifluoromethylsulfonimidoyl)phenoxy]-2-azaspiro[3.3]heptane-2-carboxylic acid tert-butyl ester